(2-(1,1-difluoroethyl)-4-fluorophenyl)ethan-1-ol FC(C)(F)C1=C(C=CC(=C1)F)C(C)O